L-phenylalanyl-L-serine N[C@@H](CC1=CC=CC=C1)C(=O)N[C@@H](CO)C(=O)O